BrC1=CC=C(C=C1)C1=CC2=C(N=C3N(C2=S)CCCC3)N1C 2-(4-bromophenyl)-1-methyl-6,7,8,9-tetrahydropyrido[1,2-a]pyrrolo[2,3-D]pyrimidine-4(1H)-thione